FC(C(=O)O)(F)F.NC=1C=2N(C=C(N1)C(F)(F)F)C(=CN2)C=2C=C(C=CC2C)C(C(C)O)F (3-(8-amino-6-(trifluoromethyl)imidazo[1,2-a]pyrazin-3-yl)-4-methylphenyl)-1-fluoropropan-2-ol trifluoroacetate salt